1,3,3,4,4,5,5,6,6,6-decafluoro-1-hexyne FC#CC(C(C(C(F)(F)F)(F)F)(F)F)(F)F